ethyl 3-[4-[1-[5-[6,7-difluoro-4-methylsulfanyl-1-(p-tolylsulfonyl)indol-5-yl]oxy-2-fluoro-phenyl]pyrazol-3-yl]-4-methyl-chroman-8-yl]propanoate FC1=C(C(=C2C=CN(C2=C1F)S(=O)(=O)C1=CC=C(C=C1)C)SC)OC=1C=CC(=C(C1)N1N=C(C=C1)C1(CCOC2=C(C=CC=C12)CCC(=O)OCC)C)F